FC(C=1C=NC=CC1CO)(F)F (3-(trifluoromethyl)pyridin-4-yl)methanol